NC1=NC=CC=C1C1=NC=2C(=NC(=CC2)C=2C=C(C=CC2)NC(C)=O)N1C1=CC=C(C=C1)CN1CCN(CC1)C=1N=NC=C(C1)C#N N-(3-(2-(2-Aminopyridin-3-yl)-3-(4-((4-(5-cyanopyridazin-3-yl)piperazin-1-yl)methyl)phenyl)-3H-imidazo[4,5-b]pyridin-5-yl)phenyl)acetamide